C(C)OC(CC(=O)N(C1=CC=CC=C1)C)=O 3-(N-methylanilino)-3-oxo-propionic acid ethyl ester